O=C1N(CCC1)C1=CC=C(C=N1)CN (6-(2-oxopyrrolidin-1-yl)pyridin-3-yl)methylamine